(2S,4S)-N-[(1S)-2-amino-2-oxo-1-[[(3S)-2-oxo-3-piperidyl]methyl]ethyl]-1-(4-methoxy-1H-indole-2-carbonyl)-4-phenyl-pyrrolidine-2-carboxamide NC([C@H](C[C@H]1C(NCCC1)=O)NC(=O)[C@H]1N(C[C@@H](C1)C1=CC=CC=C1)C(=O)C=1NC2=CC=CC(=C2C1)OC)=O